C(C)(C)(C)OC(=O)N1CCN(CC1)C=1C=CC2=C(C=C(O2)C(=O)O)C1 4-(2-carboxy-benzofuran-5-yl)-piperazine-1-carboxylic acid tert-butyl ester